C1(=C(C=CC=C1)C1NC2=CC=CC=C2C=C1)C 2-(o-tolyl)-1H-quinolin